tert-butyl (2-((5-((4-(bis(4-methoxybenzyl)amino)-2-((tetrahydrofuran-2-yl)methoxy)imidazo[2,1-f][1,2,4]triazin-7-yl)(hydroxy)methyl)pyridin-2-yl)oxy)ethyl)(methyl)carbamate COC1=CC=C(CN(C2=NC(=NN3C2=NC=C3C(C=3C=CC(=NC3)OCCN(C(OC(C)(C)C)=O)C)O)OCC3OCCC3)CC3=CC=C(C=C3)OC)C=C1